C(=O)(OC(C)(C)C)N1C(CN(CC1)C(CCOCCOCCOCCNC(=O)OCC1=CC=CC=C1)=O)CO 1-(Boc)-2-(hydroxymethyl)-4-(3'-(2''-(2'''-(2''''-((N-Cbz)-amino)ethoxy)ethoxy)ethoxy)propanoyl)piperazine